ClC1=C(C=CC=C1)C=1C(=C(CC(=N)N(C)CC)C=C(C1)F)C (3-(2-chlorophenyl)-5-fluoro-2-methylbenzyl)-N-ethyl-N-methylformamidine